2'-[6-amino-5-(trifluoromethyl)pyridin-3-yl]-N-[(1R)-1-(2-cyanophenyl)ethyl]-5',6'-dihydrospiro[pyrrolidine-3,4'-pyrrolo[1,2-b]pyrazole]-1-carboxamide NC1=C(C=C(C=N1)C=1C=C2N(N1)CCC21CN(CC1)C(=O)N[C@H](C)C1=C(C=CC=C1)C#N)C(F)(F)F